O[C@@H]1[C@H](CC1)NC(C1=NC(=CC(=C1)CC1=CC=C(C=C1)C1=NN(C=C1)C)N1N=CC=C1)=O N-((1S,2S)-2-hydroxycyclobutyl)-4-(4-(1-methyl-1H-pyrazol-3-yl)benzyl)-6-(1H-pyrazol-1-yl)picolinamide